The molecule is a UDP-amino sugar having 3-O-(3-hydroxytetradecanoyl)-N-acetyl-beta-glucosamine as the sugar component. It derives from an UDP-alpha-D-glucosamine. It is a conjugate acid of an UDP-3-O-(3-hydroxytetradecanoyl)-N-acetyl-beta-glucosamine(2-). CCCCCCCCCCCC(CC(=O)O[C@@H]1[C@H]([C@@H](O[C@@H]([C@H]1O)CO)OP(=O)(O)OP(=O)(O)OC[C@@H]2[C@H]([C@H]([C@@H](O2)N3C=CC(=O)NC3=O)O)O)NC(=O)C)O